C1(C=CC2=CC=CC=C12)[Si](C1C=C(C2=CC=CC=C12)C(C)CCC)(C)C (1H-inden-1-yl)dimethyl-(3-(pentan-2-yl)-1H-inden-1-yl)silane